OCC[N+](C)(C)C.C(CCCCCCCCCCC)OC[C@@H](OCCCCCCCCCCCC)COP(=O)(O)O 1,2-didodecyl-sn-glycero-3-phosphate choline